2-(3-(1-((1R,3R,4R,5R)-7,7-difluoro-4-methoxy-1-methyl-8-azabicyclo[3.2.1]octan-3-yl)vinyl)-1,2,4-triazin-6-yl)-5-(1H-imidazol-1-yl)phenol FC1(C[C@@H]2[C@@H]([C@H](C[C@]1(N2)C)C(=C)C=2N=NC(=CN2)C2=C(C=C(C=C2)N2C=NC=C2)O)OC)F